OC(C)(C)C1CN(CCC1)C1=CC=C(C=C1)NC(=O)C=1C(NC=CC1NC1=C(C2=C(OCCN2)N=C1)C)=O N-(4-(3-(2-hydroxypropan-2-yl)piperidin-1-yl)phenyl)-4-((8-methyl-2,3-dihydro-1H-pyrido[2,3-b][1,4]oxazin-7-yl)amino)-2-oxo-1,2-dihydropyridine-3-carboxamide